4-[trans-(4-aminocyclohexyl)amino]-N'-(2-chloro-5-fluoro-phenyl)-6-(3-ethyl-4-pyridyl)pyrrolo[1,2-b]pyridazine-3-carboxamidine N[C@@H]1CC[C@H](CC1)NC=1C=2N(N=CC1C(=NC1=C(C=CC(=C1)F)Cl)N)C=C(C2)C2=C(C=NC=C2)CC